O=C1NC(CCC1N1C(C2=CC=CC(=C2C1)NCC1CCN(CC1)C1=CC=C(C(=O)N[C@H]2C[C@@H](CC2)NC2=CC(=NC=3N2N=CC3)CCC)C=C1)=O)=O 4-(4-(((2-(2,6-dioxopiperidin-3-yl)-1-oxoisoindolin-4-yl)amino)methyl)piperidin-1-yl)-N-((1R,3R)-3-((5-propylpyrazolo[1,5-a]pyrimidin-7-yl)amino)cyclopentyl)benzamide